CC1(CC=C(CCC2OC2(CC=C1)C)CO)C 7,7,11-trimethyl-12-oxabicyclo[9.1.0]dodeca-4,8-diene-4-methanol